CC1(PC(CCC1)(C)C)C 2,2,6,6-tetramethylphosphinane